3-[(2R)-2-hydroxypropoxy]-2,3-dihydro-1H-isoindol-1-one O[C@@H](COC1NC(C2=CC=CC=C12)=O)C